CNCCNC methyl-(2-(methylamino)ethyl)amine